FC1=CC=C(OCC2N(C3CC(C2C)C3)C(=O)C=3N=C(SC3C3=NC=CC=N3)C)C=C1 3-[(4-Fluorophenoxy)methyl]-4-methyl-2-[2-methyl-5-(pyrimidin-2-yl)-1,3-thiazol-4-carbonyl]-2-azabicyclo[3.1.1]heptan